C(C)(C)(C)OC(=O)N1CC(CC1)N1N=CN=C1C(=O)OCC ethyl 2-(1-tert-butoxycarbonylpyrrolidin-3-yl)-1,2,4-triazole-3-carboxylate